D-Lactamide C([C@H](O)C)(=O)N